NC=1C(=NC=C(N1)C1CCC2([C@@H](COC2)N)CC1)SC1=C2C(CN(C2=CC=C1)C(C)=O)C 1-(4-((3-amino-5-((S)-4-amino-2-oxaspiro[4.5]decan-8-yl)pyrazin-2-yl)thio)-3-methylindolin-1-yl)ethanone